bis(3,4-epoxycyclohexane) formate C(=O)O.C1CC2C(CC1)O2.C2CC1C(CC2)O1